COC1=CC=C(C=C1)C1=NN2C(=NC=3C(=CC=CC3C2=N1)CSC)NC=1C(N=CC=CC1)=O (3R)-3-({2-(4-methoxyphenyl)-7-[(methylsulfanyl)methyl][1,2,4]triazolo[1,5-c]quinazolin-5-yl}amino)azepin-2-one